2,3-bis((4-methylbenzoyl)oxy)succinat CC1=CC=C(C(=O)OC(C(=O)[O-])C(C(=O)[O-])OC(C2=CC=C(C=C2)C)=O)C=C1